O[C@H]1C[C@H](CCC1)NC=1N=NC(=C2C1C=NC=C2)C2=C(C=C(C=C2)C(F)(F)F)O 2-[4-[[(1S,3R)-3-hydroxycyclohexyl]amino]pyrido[3,4-d]pyridazin-1-yl]-5-(trifluoromethyl)phenol